(R)-N-(cyclopropyl(2,4-difluorophenyl)methyl)-2-methylpropane-2-sulfinamide C1(CC1)C(N[S@](=O)C(C)(C)C)C1=C(C=C(C=C1)F)F